C1(CC1)C1=C(C(=NO1)C1=C(C=CC=C1Cl)Cl)COC=1N=CC(=NC1)C1(CC(C1)C1=CC(=CC=C1)S(=O)(=O)C)O 1-(5-((5-cyclopropyl-3-(2,6-dichlorophenyl)isoxazol-4-yl)methoxy)pyrazine-2-yl)-3-(3-(methylsulfonyl)phenyl)cyclobutanol